4-(4-oxopent-2-enoyl)piperidin O=C(C=CC(=O)C1CCNCC1)C